(1S,3R)-3-[8-(methoxycarbonyl)-3-[(2S)-1-phenylpropan-2-yl]-3H,6H,7H,8H,9H-imidazo[4,5-h]isoquinolin-2-yl]cyclohexane-1-carboxylic acid COC(=O)N1CC=2C3=C(C=CC2CC1)N(C(=N3)[C@H]3C[C@H](CCC3)C(=O)O)[C@H](CC3=CC=CC=C3)C